hydroxypivalyl hydroxystearate OC(C(=O)OC(C(CO)(C)C)=O)CCCCCCCCCCCCCCCC